N-((6-cyclopropyl-8-(3-methyl-2,4-dioxoimidazolidin-1-yl)imidazo[1,2-a]pyridin-2-yl)methyl)-N-(6-((1S,2S)-2-(4-methylpyrimidin-2-yl)cyclopropane-1-carboxamido)pyrimidin-4-yl)glycine C1(CC1)C=1C=C(C=2N(C1)C=C(N2)CN(CC(=O)O)C2=NC=NC(=C2)NC(=O)[C@@H]2[C@H](C2)C2=NC=CC(=N2)C)N2C(N(C(C2)=O)C)=O